(2S)-2-[[6-amino-9-benzyl-8-oxo-2-(propylsulfonylamino)purine-7-carbonyl]-methyl-amino]-3-methyl-butyric acid ethyl ester C(C)OC([C@H](C(C)C)N(C)C(=O)N1C(N(C2=NC(=NC(=C12)N)NS(=O)(=O)CCC)CC1=CC=CC=C1)=O)=O